N1(CCCCCC1)C=1C=C(C=CC1C(=O)N1C(CN(CC1)C)C=1SC=CC1)NC(=O)C1CC1 N-[3-(azepan-1-yl)-4-(4-methyl-2-thiophen-2-ylpiperazine-1-carbonyl)phenyl]cyclopropanecarboxamide